((((1r,3R,5S,7r)-3,5-dimethyladamantan-1-yl)carbamoyl)oxy)methyl benzoate C(C1=CC=CC=C1)(=O)OCOC(NC12C[C@]3(C[C@](CC(C1)C3)(C2)C)C)=O